1-oxopropan-2-yl-carbamic acid tert-butyl ester C(C)(C)(C)OC(NC(C=O)C)=O